(2-{3-azabicyclo[3.1.0]hex-3-yl}-4-[(1E)-2-phenylethenyl]pyrimidin-5-yl)methanol C12CN(CC2C1)C1=NC=C(C(=N1)\C=C\C1=CC=CC=C1)CO